(+/-)-4-[3-(2-chloro-4-fluoro-phenyl)-1,4-oxazepan-4-yl]-6-methyl-pyrimidin-2-amine ClC1=C(C=CC(=C1)F)[C@@H]1COCCCN1C1=NC(=NC(=C1)C)N |r|